1-iodo-5,6-dihydroimidazo[1,5-a]pyrazin IC=1N=CN2C1C=NCC2